NC1=NNC2=C1C(=NC(=C2C2=NC=C(C=C2)C(F)(F)F)C(C(F)(F)F)C)C2=CC=C(CNC(C1=C(C=CC(=C1)F)OC)=O)C=C2 N-(4-(3-amino-7-(5-(trifluoromethyl)pyridin-2-yl)-6-(1,1,1-trifluoropropan-2-yl)-1H-pyrazolo[4,3-c]pyridin-4-yl)benzyl)-5-fluoro-2-methoxybenzamide